C(C=C)(=O)N1[C@@H](CN(C[C@@H]1C)C=1C2=C(N(C(N1)=O)C=1C(=NC=NC1C(C)C)C(C)C)N=C(C(=C2)F)C2=C(C=CC=C2O)F)C 4-(4-propenoyl-cis-3,5-dimethylpiperazin-1-yl)-1-(4,6-diisopropylpyrimidin-5-yl)-6-fluoro-7-(2-fluoro-6-hydroxyphenyl)pyrido[2,3-d]pyrimidin-2(1H)-one